8-Chloro-2-(1-(2-(3,3-difluorocyclobutyl)propan-2-yl)-1H-pyrazol-4-yl)-7-((2-methyl-1H-benzo[d]imidazol-6-yl)oxy)quinoxaline ClC=1C(=CC=C2N=CC(=NC12)C=1C=NN(C1)C(C)(C)C1CC(C1)(F)F)OC=1C=CC2=C(NC(=N2)C)C1